METHYL CAPRATE O(C(=O)CCCCCCCCC)C